CC(CC[C@H](C(=O)O)NC)C (R)-5-methyl-2-(methylamino)hexanoic acid